CN1CCN(CC1)C=1C=CC=2N(C1)C(=CN2)C(=O)N2CC1=C(CC2)C(=CS1)C(=O)NC1=CC(=CC=C1)C(F)(F)F 6-(6-(4-methylpiperazin-1-yl)imidazo[1,2-a]pyridine-3-carbonyl)-N-(3-(trifluoromethyl)phenyl)-4,5,6,7-tetrahydrothieno[2,3-c]pyridine-3-carboxamide